ClC1=C(C=CC=C1NC1=CC(=NC=C1)F)[C@@]1(CC(N(C(N1)=N)C1CCOCC1)=O)C (6S)-6-{2-Chloro-3-[(2-fluoropyridin-4-yl)amino]phenyl}-2-imino-6-methyl-3-(tetrahydropyran-4-yl)hexahydropyrimidin-4-one